O[C@@H]1C[C@H](N(C1)C(=O)OC(C)(C)C)C(=O)OC 1-(t-butyl) 2-methyl (2S,4R)-4-hydroxypyrrolidine-1,2-dicarboxylate